L-4-amino-2,2,6,6-tetramethylpiperidine NC1CC(NC(C1)(C)C)(C)C